CC12CC3(CC(CC(C1)(C3)C)C2)C(=O)N 3,5-dimethyladamantan-1-carboxamide